C1CC(CCC1C(=O)O)N(CC2=CC=CC=C2)CC3=CC=CC=C3 (1r,4r)-4-(dibenzylamino)cyclohexane-1-carboxylic acid